gamma-aminopropyl-trihydroxy-silane NCCC[Si](O)(O)O